OCC1=CC(=NN1)NC=1C2=C(N=C(N1)NC1CC3CCCC(C1)N3C(=O)OC(C)(C)C)C=C(S2)C tert-butyl (3-exo)-3-((4-((5-(hydroxymethyl)-1H-pyrazol-3-yl) amino)-6-methylthieno[3,2-d]pyrimidin-2-yl) amino)-9-azabicyclo[3.3.1]nonane-9-carboxylate